(5-bromo-1-(2-hydroxyethyl)-1H-indol-3-yl)ethane-1-one BrC=1C=C2C(=CN(C2=CC1)CCO)C(C)=O